ClC1=CC(=C(COC2=CC=CC(=N2)C2=NC=C(C=C2)CC2=NC3=C(N2CC2OCC2)C=C(C=C3)C(=O)O)C=C1)F 2-((6'-((4-chloro-2-fluorobenzyl)oxy)-[2,2'-bipyridin]-5-yl)methyl)-1-(oxetan-2-ylmethyl)-1H-benzo[d]imidazole-6-carboxylic acid